O=C1NC(CC[C@H]1N1CC=2C(N(C=CC2C1=O)C1CC2(C1)CCNCC2)=O)=O (R)-2-(2,6-dioxopiperidin-3-yl)-5-(7-azaspiro[3.5]nonan-2-yl)-3,5-dihydro-1H-pyrrolo[3,4-c]pyridine-1,4(2H)-dione